6-((5-Acetyl-2-fluorophenyl)amino)-4-amino-N-(2,3-dihydro-1H-inden-2-yl)picolinamide C(C)(=O)C=1C=CC(=C(C1)NC1=CC(=CC(=N1)C(=O)NC1CC2=CC=CC=C2C1)N)F